C(C1=CC=CC=C1)NC1=NC(=C2N(C1=O)[C@@H](C[C@@H]2C)C(=O)O)Cl (6S,8S)-3-(benzylamino)-1-chloro-8-methyl-4-oxo-4,6,7,8-tetrahydropyrrolo[1,2-a]pyrazine-6-carboxylic acid